(4-((3-(7-(((Z)-3-fluoro-1-isobutylpiperidin-4-yl)amino)-3-(2,2,2-trifluoroethyl)benzo[b]thiophen-2-yl)prop-2-yn-1-yl)amino)-3-methoxyphenyl)dimethylphosphine oxide FC1CN(CCC1NC1=CC=CC2=C1SC(=C2CC(F)(F)F)C#CCNC2=C(C=C(C=C2)P(C)(C)=O)OC)CC(C)C